tin (IV) bicarbonate C([O-])(O)=O.[Sn+4].C([O-])(O)=O.C([O-])(O)=O.C([O-])(O)=O